1-(2-(5-methyl-2,4-dioxo-3,4-dihydropyrimidin-1(2H)-yl)acetyl)pyrrolidine-2-carboxamide CC=1C(NC(N(C1)CC(=O)N1C(CCC1)C(=O)N)=O)=O